2-((1S,6S)-3-methyl-6-(prop-1-en-2-yl)cyclohex-2-enyl)benzene-1,3,5-triol CC1=C[C@@H]([C@H](CC1)C(=C)C)C1=C(C=C(C=C1O)O)O